4-(2-hydroxyethoxy)benzoic acid OCCOC1=CC=C(C(=O)O)C=C1